N-(2-(8-oxa-1-azaspiro[4.5]decan-4-yl)thieno[2,3-b]pyridin-4-yl)-4,6-difluorobenzo[d]thiazol-5-amine N1CCC(C12CCOCC2)C2=CC=1C(=NC=CC1NC=1C(=CC3=C(N=CS3)C1F)F)S2